OC1C(=O)NC(C1)=O hydroxysuccinimide